C1(=CC=CC=C1)P([O-])(=O)C(C1=C(C=C(C=C1C)C)C)=O.[Li+].ClC1=C(C=C(OCC(=O)NC2CCN(CC2)C=2OC(=NN2)N2CC(C2)OC(F)(F)F)C=C1)F 2-(4-chloro-3-fluorophenoxy)-N-(1-{5-[3-(trifluoromethoxy)azetidin-1-yl]-1,3,4-oxadiazol-2-yl}piperidin-4-yl)acetamide Lithium phenyl-2,4,6-trimethylbenzoylphosphinat